C1(CC1)C1=NC=NC(=C1C1=NC=C(C(=N1)OCC1=CC=C(C=C1)C=1N(C=C(N1)C(F)(F)F)C)C1=NC=CN=C1)OC 2-(4-cyclopropyl-6-methoxy-pyrimidin-5-yl)-4-[[4-[1-methyl-4-(trifluoromethyl)imidazol-2-yl]phenyl]methoxy]-5-pyrazin-2-yl-pyrimidine